C(#N)OS(=O)(=O)C#N dicyanosulfonic acid